t-butyl (S)-(3-(1-(7-amino-5-(4-(trifluoromethyl)phenyl)-1,2,3,4-tetrahydroisoquinoline-2-carboxamido)-3-cyanopropyl)phenyl)carbamate NC1=CC(=C2CCN(CC2=C1)C(=O)N[C@@H](CCC#N)C=1C=C(C=CC1)NC(OC(C)(C)C)=O)C1=CC=C(C=C1)C(F)(F)F